C1=CC=CC=2OC3=CC=CC=C3C3(C12)C1=CC=CC=C1C=1C=CC=CC13 Spiro[fluorene-9,9'-xanthene]